1-methyl-6-(methylthio)-1,2-dihydro-3H-benzo[e]Indole-3-carboxylic acid tert-butyl ester C(C)(C)(C)OC(=O)N1CC(C=2C3=C(C=CC12)C(=CC=C3)SC)C